[2H]C([2H])([2H])C(=O)N[C@@H](CSCCC#N)C(=O)O N-acetyl-S-(2-cyanoethyl)-L-cysteine-d3